C(C)S(=O)(=O)CC1=CC(=C(OC2CC(C2)OCC2CCN(CC2)C(=O)OC(C)(C)C)C=C1)C=1C2=C(C(N(C1)C)=O)N(C=C2)S(=O)(=O)C2=CC=C(C)C=C2 tert-butyl 4-(((1r,3r)-3-(4-((ethylsulfonyl)methyl)-2-(6-methyl-7-oxo-1-tosyl-6,7-dihydro-1H-pyrrolo[2,3-c]pyridin-4-yl)phenoxy)cyclobutoxy)methyl)piperidine-1-carboxylate